ClC1=NC=2OC[C@@H]3CC[C@@H](CN3C3=NC(=NC(=C1F)C32)S(=O)(=O)C)C#N (4s,7s)-12-chloro-13-fluoro-16-methylsulfonyl-9-oxa-2,11,15,17-tetraazatetracyclo[8.7.1.02,7.014,18]octadeca-1(17),10(18),11,13,15-pentaene-4-carbonitrile